methacryloyloxyethyl-tetradecyl-dimethyl-ammonium bromide [Br-].C(C(=C)C)(=O)OCC[N+](C)(C)CCCCCCCCCCCCCC